7,11-dimethyldodeca-6,10-dien-3-one CC(=CCCC(CC)=O)CCC=C(C)C